2-amino-N-[2-[5,7-difluoro-2-(4-fluorophenyl)-1H-indol-3-yl]ethyl]acetamide NCC(=O)NCCC1=C(NC2=C(C=C(C=C12)F)F)C1=CC=C(C=C1)F